(4-methoxy phenyl) ketone COC1=CC=C(C=C1)C(=O)C1=CC=C(C=C1)OC